NC=1C(=C(C2=C(OC(C(N2)=O)(F)F)C1)C#N)C(C1=C(C=CC(=C1)F)Cl)=O 7-amino-6-(2-chloro-5-fluorobenzoyl)-2,2-difluoro-3-oxo-3,4-dihydro-2H-benzo[b][1,4]oxazine-5-carbonitrile